ClC1=C(C=C(C=C1)OC)C(C(=O)O)(F)F 2-(2-chloro-5-methoxyphenyl)-2,2-difluoroacetic acid